N1(C=NC=C1)C=1C=C(CN(C=2SC=C(N2)COCCOC2=CC(=CC=C2)N(C)C)CC2=CC(=CC=C2)OC)C=CC1 N-(3-(1H-imidazol-1-yl)benzyl)-4-((2-(3-(dimethylamino)phenoxy)ethoxy)methyl)-N-(3-methoxybenzyl)thiazol-2-amine